F[C@]1(CN(CC[C@H]1OC)C1=NC=CC(=N1)NC=1N=CC2=C(C=CC(=C2C1)C(C)C)N1[C@@H]([C@H](C1)S(=O)(=O)C)C)C N-(2-((3S,4R)-3-Fluoro-4-methoxy-3-methylpiperidin-1-yl)pyrimidin-4-yl)-5-isopropyl-8-((2R,3S)-2-methyl-3-(methyl-Sulfonyl)azetidin-1-yl)isoquinolin-3-amine